(4E)-4-[(3-Chloro-4-fluoroanilino)-nitrosomethylidene]-1,2,5-oxadiazol-3-amine ClC=1C=C(N/C(=C\2/C(=NON2)N)/N=O)C=CC1F